O1CCC(CC1)N1C=CC2=C1N=CNC2=O 7-(tetrahydro-2H-pyran-4-yl)-3,7-dihydro-4H-pyrrolo[2,3-d]pyrimidin-4-one